CN(C(=O)[C@@H]1CC12CCN(CC2)C(=O)OC(C(F)(F)F)C(F)(F)F)C=2N=NC=CC2 |r| 1,1,1,3,3,3-hexafluoro-propan-2-yl (±)-1-(methyl-(pyridazin-3-yl)carbamoyl)-6-azaspiro-[2.5]octane-6-carboxylate